C(C)(C)C1=CC=2C(=NC(=CC2)C)N1C=1C=C2CCNC2=C(C1)C 5-(2-Isopropyl-6-methyl-pyrrolo[2,3-b]pyridin-1-yl)-7-methyl-indolin